CC1=C(C(=CC(=C1)N1CC2=C(CCC1)C=C(C=C2)OCCCC(C(F)(F)F)(F)F)C)C(C(=O)N)C(C)(C)C (2,6-dimethyl-4-(7-((4,4,5,5,5-pentafluoropentyl)oxy)-1,3,4,5-tetrahydro-2H-benzo[c]azepin-2-yl)phenyl)-3,3-dimethylbutanamide